Cl.C1C(CC12CCNCC2)=O 7-azaspiro[3.5]nonan-2-one hydrogen chloride salt